(1S)-1-(4-methylsulfonylphenyl)ethylamine CS(=O)(=O)C1=CC=C(C=C1)[C@H](C)N